2-((3,5-dimethylisoxazol-4-yl)methoxy)-5-nitro-N-(4-sulfamoylphenethyl)benzamide Methyl-2,2-difluoro-2-(fluorosulfonyl)acetate COC(C(S(=O)(=O)F)(F)F)=O.CC1=NOC(=C1COC1=C(C(=O)NCCC2=CC=C(C=C2)S(N)(=O)=O)C=C(C=C1)[N+](=O)[O-])C